COC=1C=C2C(=CNC2=CC1)CC(C)NC 1-(5-methoxy-1H-indol-3-yl)-N-methylpropan-2-amine